O=C1N(CC2=CC(=CC=C12)OCC1CCNCC1)C1C(NC(CC1)=O)=O 3-(1-oxo-5-(piperidin-4-ylmethoxy)isoindol-2-yl)piperidine-2,6-dione